BrC1=C2C=C(C(N(C2=CC(=C1)C=C)C)=O)C 5-bromo-1,3-dimethyl-7-vinylquinolin-2(1H)-one